S1C(=CC=C1)CN(C(=O)NCC(=O)OC)CC=1SC=CC1 methyl {[bis(2-thienylmethyl)carbamoyl]amino}acetate